NC1=C2C(=NC=N1)N(N=C2C2=CC=C(C=C2)NC(=O)C2=CN(C(=C(C2=O)C2=CC=C(C=C2)F)C#N)C)C2CCN(CC2)C(C(C)C)=O N-(4-(4-amino-1-(1-isobutyrylpiperidin-4-yl)-1H-pyrazolo[3,4-d]pyrimidin-3-yl)phenyl)-6-cyano-5-(4-fluorophenyl)-1-methyl-4-oxo-1,4-dihydropyridine-3-carboxamide